FC1=CC=CC=2C3CC[C@@]4(C(\C(\[C@H](C4C3CCC12)CCC(=O)NN1CCCCC1)=C/O)=O)C 3-((13S,15S,Z)-4-fluoro-16-(hydroxymethylene)-13-methyl-17-oxo-7,8,9,11,12,13,14,15,16,17-decahydro-6H-cyclopenta[a]phenanthren-15-yl)-N-(piperidin-1-yl)propanamide